O1CCN(CC1)C1=CC=C2C(NC(=NC2=C1)CSC1CCOCC1)=O 7-morpholino-2-(((tetrahydro-2H-pyran-4-yl)thio)methyl)quinazolin-4(3H)-one